N-(2-((1r,4r)-4-(hydroxymethyl)cyclohexyl)-6-methoxy-1-oxoisoindolin-5-yl)-6-(trifluoromethyl)picolinamide OCC1CCC(CC1)N1C(C2=CC(=C(C=C2C1)NC(C1=NC(=CC=C1)C(F)(F)F)=O)OC)=O